NC1=C2C(=NC=N1)N(N=C2C#CC=2C(=CC1=C(N=C(O1)C1(CC1)C)C2)F)[C@@H]2CN(CC2)C(C=C)=O (S)-1-(3-(4-amino-3-((6-fluoro-2-(1-methylcyclopropyl)benzo[d]oxazol-5-yl)ethynyl)-1H-pyrazolo[3,4-d]pyrimidin-1-yl)pyrrolidin-1-yl)prop-2-en-1-one